(5S)-8-Chloro-5-methoxy-1-[trans-4-(pyridin-2-yloxy)cyclohexyl]-5,6-dihydro-4H-[1,2,4]triazolo[4,3-a][1]benzazepin ClC=1C=CC2=C(C[C@@H](CC=3N2C(=NN3)[C@@H]3CC[C@H](CC3)OC3=NC=CC=C3)OC)C1